N=1NC(=C2C1CCC2)O 2H,4H,5H,6H-cyclopenta[c]Pyrazol-3-ol